4-(4-Chloro-phenyl)-2-methoxy-5H-indeno[1,2-b]pyridine-3-carbonitrile ClC1=CC=C(C=C1)C1=C2C(=NC(=C1C#N)OC)C1=CC=CC=C1C2